[Ti].ClC1=C(C=C(C(=O)N[C@@H]2[C@H](CCCC2)O)C=C1)C#CC=1C=NC=C(C1)C1=NC=CC=N1 4-chloro-N-[(1S,2S)-2-hydroxycyclohexyl]-3-{[5-(pyrimidin-2-yl)pyridin-3-yl]ethynyl}benzamide titanium